2'-chloro-5'-methoxy-6-methyl-N-[6-(piperidin-1-yl)-[1,3]thiazolo[4,5-b]pyrazin-2-yl]-[4,4'-bipyridine]-3-carboxamide ClC1=NC=C(C(=C1)C1=C(C=NC(=C1)C)C(=O)NC=1SC=2C(=NC=C(N2)N2CCCCC2)N1)OC